8-Oxotricyclo[3.2.1.02,4]octane-6-carboxylic acid O=C1C2C3CC3C1C(C2)C(=O)O